NC1=NC(=CC(=N1)C=1C=C(C#N)C=CC1)NCC1=CC2=C(OCO2)C=C1 3-(2-Amino-6-((benzo[d][1,3]dioxol-5-ylmethyl)amino)pyrimidin-4-yl)benzonitrile